2,4,6-trimethylbenzoylphenyl-phosphinic acid 2-isocyanatoethyl ester N(=C=O)CCOP(=O)(C1=CC=CC=C1)C(C1=C(C=C(C=C1C)C)C)=O